FC(N1C(=NC2=C1C=CC=C2)C2CCN(CC2)C(=O)C2=CC=C1C(=NN(C1=C2)C(F)F)C2=CC(=CC=C2)F)F (4-(1-(difluoromethyl)-1H-benzo[d]imidazol-2-yl)piperidin-1-yl)(1-(difluoromethyl)-3-(3-fluorophenyl)-1H-indazol-6-yl)methanone